BrC1=C(C=CC=C1O)C=CCC=CC1=C(C(=CC=C1)O)Br 1,5-bis(2-bromo-3-hydroxyphenyl)-1,4-pentadiene